Ethyl-5-amino-2'-(isopropylamino)-6-(5-methyl-1-(tetrahydro-2H-pyran-2-yl)-1H-indazol-4-yl)-[2,3'-bipyridine]-4-carboxylate C(C)OC(=O)C1=CC(=NC(=C1N)C1=C2C=NN(C2=CC=C1C)C1OCCCC1)C=1C(=NC=CC1)NC(C)C